(R)-(4,4-Difluoropiperidin-1-yl)(1-((4-(isobutylthio)phenyl)sulfonyl)piperidin-3-yl)methanone FC1(CCN(CC1)C(=O)[C@H]1CN(CCC1)S(=O)(=O)C1=CC=C(C=C1)SCC(C)C)F